BrC1=C(N=C(C2=CN=C(C(=C12)F)Cl)N1CC2CCC(C1)N2C(=O)OC(C)(C)C)C2(COC2)CO tert-butyl 3-[4-bromo-6-chloro-5-fluoro-3-[3-(hydroxymethyl)oxetan-3-yl]-2,7-naphthyridin-1-yl]-3,8-diazabicyclo[3.2.1]octane-8-carboxylate